hydroxy-3-methylfuran-2(5H)-one OC1=C(C(OC1)=O)C